C1N(CCC2=CC=CC=C12)CCN1CC23C(C1=O)C(C(C=C2)O3)C(=O)O 3-[2-(3,4-Dihydro-1H-isoquinolin-2-yl)-ethyl]-4-oxo-10-oxa-3-aza-tricyclo[5.2.1.0*1,5*]dec-8-ene-6-carboxylic acid